2-tert-butyl-7-chloro-3-hydroxy-isoindolin-1-one C(C)(C)(C)N1C(C2=C(C=CC=C2C1O)Cl)=O